FC(C(CCS(=O)(=N)CCCC(=O)[O-])(C1=CC=CC=C1)O)(F)F 4-(4,4,4-trifluoro-3-hydroxy-3-phenylbutylsulfonimidoyl)butanoate